C1(=CC=CC2=CC=CC=C12)CN1CCC(CC1)(C(=O)NCC(=O)OC)NC1=CC=CC=C1 methyl (1-(naphthalen-1-ylmethyl)-4-(phenylamino)piperidine-4-carbonyl)glycinate